2-(5-{cyclopropyl[(1R,3S)-6,6-difluoro-8-azabicyclo[3.2.1]octan-3-yl]amino}pyrazin-2-yl)-4-fluoro-5-(1-methyl-1H-pyrazol-4-yl)phenol C1(CC1)N(C=1N=CC(=NC1)C1=C(C=C(C(=C1)F)C=1C=NN(C1)C)O)[C@H]1C[C@@H]2CC(C(C1)N2)(F)F